BrCC=1C=NN(C1)C(=O)OC(C)(C)C Tert-butyl 4-(bromomethyl)pyrazole-1-carboxylate